COCCCC(C#C)(C)C 6-methoxy-3,3-dimethyl-hex-1-yne